(S*)-N5-Ethyl-N7,3-dimethyl-3-phenyl-2,3-dihydrobenzofuran-5,7-dicarboxamide C(C)NC(=O)C=1C=C(C2=C([C@@](CO2)(C2=CC=CC=C2)C)C1)C(=O)NC |o1:10|